[methyl-14C]carnitine [14CH3]C(O)(C[N+](C)(C)C)CC([O-])=O